2-Amino-4-(2-hydroxypropan-2-yl)pyrimidine-5-carbonitrile NC1=NC=C(C(=N1)C(C)(C)O)C#N